5-chloro-N-[2-chloro-4-fluoro-3-[1-(1-[[2-(trimethylsilyl)ethoxy]methyl]imidazol-2-yl)imidazo[1,5-a]pyridin-6-yl]phenyl]-2-methoxypyridine-3-sulfonamide ClC=1C=C(C(=NC1)OC)S(=O)(=O)NC1=C(C(=C(C=C1)F)C=1C=CC=2N(C1)C=NC2C=2N(C=CN2)COCC[Si](C)(C)C)Cl